N-[3-(hydroxymethyl)-2-oxopyrrolidin-3-yl]-2-methyl-6-[(pyrazin-2-yl)methoxy]indolizine-3-carboxamide OCC1(C(NCC1)=O)NC(=O)C1=C(C=C2C=CC(=CN12)OCC1=NC=CN=C1)C